ClC=1C=C(C=C(C1)NS(=O)(=O)C)NC(=O)C=1C=NN(C1)C1=C(C=C(C=C1)F)OCC1=CC(=CC(=C1)S(=O)(=O)C)F N-(3-chloro-5-methanesulfonamidophenyl)-1-{4-fluoro-2-[(3-fluoro-5-methanesulfonyl-phenyl)methoxy]phenyl}pyrazole-4-carboxamide